4'-((s)-3-(cyanomethyl)piperazin-1-yl)-3,4,5',6'-tetrahydro-2H-spiro[naphthalene-1,7'-pyrano[2,3-d]pyrimidine]-2'-carboxamide C(#N)C[C@H]1CN(CCN1)C=1C2=C(N=C(N1)C(=O)N)OC1(CC2)CCCC2=CC=CC=C21